C(\C=C\C(=O)[O-])(=O)OC(C)(C)C1CCC(CC1)CCCC (4-butylcyclohexyl)isopropyl fumarate